ClC1=C(C=CC=C1C1=CC=C(C(=N1)OC)CNC[C@@H]1CCC(N1)=O)C1=C(C(=CC=C1)NC=1C2=C(N=C(N1)C)C=CC=N2)Cl (S)-5-((((6-(2,2'-dichloro-3'-((2-methylpyrido[3,2-d]pyrimidin-4-yl)amino)-[1,1'-biphenyl]-3-yl)-2-methoxypyridin-3-yl)methyl)amino)methyl)pyrrolidin-2-one